2-[bis(2-hydroxyethyl)amino]ethyl-3-[4-[(1S,4S,5R)-5-[[5-cyclopropyl-3-(2,6-dichlorophenyl)-1,2-oxazol-4-yl]methoxy]-2-azabicyclo[2.2.1]heptan-2-yl]-3-fluorophenyl]propanoate OCCN(CCOC(CCC1=CC(=C(C=C1)N1[C@@H]2C[C@H]([C@H](C1)C2)OCC=2C(=NOC2C2CC2)C2=C(C=CC=C2Cl)Cl)F)=O)CCO